2-[1-[2-(3-fluorophenyl)ethyl]pyrazol-4-yl]-5-propyl-3H-imidazo[2,1-b]purin-4-one FC=1C=C(C=CC1)CCN1N=CC(=C1)C1=NC=2N3C(N(C(C2N1)=O)CCC)=NC=C3